((6-(4-(aminomethyl)phenyl)-1,2,4,5-tetrazin-3-yl)methyl)phosphonic acid NCC1=CC=C(C=C1)C1=NN=C(N=N1)CP(O)(O)=O